N[C@@]1(CCCC=2C=C(N=CC12)Cl)CO (R)-(8-amino-3-chloro-5,6,7,8-tetrahydroisoquinolin-8-yl)methanol